ONC(NCCC[C@H](N)C(=O)O)=N Nω-hydroxy-L-arginine